8-Fluoro-5-(4-fluoropiperazin-1-yl)-2,3-dihydro-1,4-benzodioxine FC1=CC=C(C2=C1OCCO2)N2CCN(CC2)F